(S)-3-cyano-5-methyl-hexanoic acid ethyl ester C(C)OC(C[C@H](CC(C)C)C#N)=O